3-acetyl-6-methylpyran C(C)(=O)C=1COC(=CC1)C